[I-].C(CCCCC)OC=1C(=NSN1)C1=CCC[N+](C1)(C(CCCCCCCCC)OC(CC)=O)C 5-(4-(hexyloxy)-1,2,5-thiadiazol-3-yl)-1-methyl-1-(1-(propionyloxy)decyl)-1,2,3,6-tetrahydropyridin-1-ium iodide